Hydroxy-Monoacetic Acid OCC(=O)O